titanium (II) 1,3-pentadiene C=CC=CC.[Ti+2]